3-methoxy-4'-[(1-{[3-methyl-4-(propan-2-yl)phenyl]carbamoyl}-DL-prolyl)amino][1,1'-biphenyl]-4-carboxylic acid COC=1C=C(C=CC1C(=O)O)C1=CC=C(C=C1)NC([C@H]1N(CCC1)C(NC1=CC(=C(C=C1)C(C)C)C)=O)=O |r|